2-Methyl-6-{2-[methyl(piperidin-4-yl)amino][1,3]thiazolo[4,5-c]pyridin-6-yl}imidazo[1,2-a]pyridin-8-carbonitril-Hydrochlorid Cl.CC=1N=C2N(C=C(C=C2C#N)C2=CC3=C(C=N2)N=C(S3)N(C3CCNCC3)C)C1